N-Ethylmaleimide C(C)N1C(C=CC1=O)=O